C(C1CO1)OC(C1=CC(=CC=C1)C=C)C methyl-3-vinylbenzyl glycidyl ether